C(C)(C)(C)N(C(O)=O)C1=NC(=CC(=C1)N)C(NC1=CC=CC=C1)=O.NC=1C2=C(N=CN1)N(C(=C2C2=CC(=C(C(=O)NC1CCC1)C=C2)OC)C=2C=NC(=CC2C)C#C)C 4-(4-amino-6-(6-ethynyl-4-methylpyridin-3-yl)-7-methyl-7H-pyrrolo[2,3-d]pyrimidin-5-yl)-N-cyclobutyl-2-methoxybenzamide tert-butyl-(4-amino-6-(phenylcarbamoyl)pyridin-2-yl)carbamate